3-(8-methoxy-7-nitroquinolin-4-yl)-N-propenoylmorpholine COC=1C(=CC=C2C(=CC=NC12)C1N(CCOC1)C(C=C)=O)[N+](=O)[O-]